ClC1=C(C=C(C=C1)N(C(=O)C1=NC=C(C=C1)C(=O)N)C=1C=NC(=CC1)OC)C1=NC=CC=C1 N-(4-chloro-3-(pyridin-2-yl)phenyl)-N2-(6-methoxypyridin-3-yl)pyridine-2,5-dicarboxamide